5a-(4-cyanophenyl)-3,8,8a-trihydroxy-N,N-dimethyl-6-phenyl-5a,7,8,8a-tetrahydro-6H-cyclopenta[4,5]furo[3,2-b]pyridine-7-carboxamide C(#N)C1=CC=C(C=C1)C12C(C3=NC=C(C=C3O1)O)(C(C(C2C2=CC=CC=C2)C(=O)N(C)C)O)O